Cl.NCCOCCOCCNC(OC[C@@H](COCCCCCCCCCCCCCC)OCCCCCCCCCCCCCC)=O (R)-2,3-bis(tetradecyloxy)propyl (2-(2-(2-aminoethoxy)ethoxy)ethyl)carbamate hydrochloride